C1=CC=C(C=C1)C(CO)C(=O)O (+-)-tropic acid